N-(2-Chloropyrimidin-4-yl)acetamide ClC1=NC=CC(=N1)NC(C)=O